CN(CCNC(CC=1C(OC2=C(C(=CC(=C2C1C)OCCOC)O)C=O)=O)=O)C N-(2-(dimethylamino)ethyl)-2-(8-formyl-7-hydroxy-5-(2-methoxyethoxy)-4-methyl-2-oxo-2H-chromen-3-yl)acetamide